tert-butyl (2S,4R)-2-(5-fluoro-4-hydroxy-6-methylpyridin-3-yl)-4-hydroxypyrrolidine-1-carboxylate FC=1C(=C(C=NC1C)[C@H]1N(C[C@@H](C1)O)C(=O)OC(C)(C)C)O